(S)-3-(1-aminoethyl)-2-phenyl-2H-pyrido[3,2-e][1,2]Thiazine-1,1-dioxide N[C@@H](C)C=1N(S(C2=C(C1)C=CC=N2)(=O)=O)C2=CC=CC=C2